N1=C(C=CC=C1)C1=NC(=CC=C1)C1=NC(=CC=C1)C1=NC=CC=C1 2,2':6',2'':6'',2'''-quater-pyridine